N-methyl-L-glycine CNCC(=O)O